(4-Acrylpiperazin-1-yl)-7-(2-amino-6-fluorophenyl)-6-chloro-1-(2-isopropyl-4-methylpyridin-3-yl)-2-oxo-1,2-dihydro-1,8-naphthyridine-3-carbonitrile C(=O)(C=C)N1CCN(CC1)C1=C(C(N(C2=NC(=C(C=C12)Cl)C1=C(C=CC=C1F)N)C=1C(=NC=CC1C)C(C)C)=O)C#N